C1(=CC(=CC=C1)CC(=O)[O-])C 2-m-tolylacetate